C(=O)C1=C(C=CC(=C1)C(=O)O)C(=O)O 2-formyl-1,4-benzenedicarboxylic acid